amino-3-methylbenzo[d]thiazol-2(3H)-one NC1=CC=CC2=C1N(C(S2)=O)C